O=C1NC2=C(OC13CN(CC3)C#N)N=CC=C2 2-oxo-1,2-dihydrospiro[pyrido[2,3-b][1,4]oxazine-3,3'-pyrrolidine]-1'-carbonitrile